C(C(O)C)(=O)C(C(=O)OC(CCCCCCCCCCCCC)=O)(O)C myristoyl lactyllactate